5-cyano-N-(3-(furan-3-yl)-1H-indazol-5-yl)-3-methyl-1H-pyrazole-4-carboxamide C(#N)C1=C(C(=NN1)C)C(=O)NC=1C=C2C(=NNC2=CC1)C1=COC=C1